ClC=1C=C(C=CC1OC(C)C)C1=NC(=NO1)C1=CC=C(C2=CC=CC=C12)CN1CC(C1)C(=O)O 1-((4-(5-(3-chloro-4-isopropoxyphenyl)-1,2,4-oxadiazol-3-yl)naphthalen-1-yl)methyl)azetidine-3-carboxylic acid